OC1(C[C@H](NC1)C(=O)OC)C(=O)OC 2,4-dimethyl (2S)-4-hydroxypyrrolidine-2,4-dicarboxylate